propylene glycol dichloride [Cl-].[Cl-].C(C(C)O)O